L-1-methylcyclopropene CC1=CC1